O1C[C@H](C12CNC2)N2C[C@H](CC2)NC(=O)C2CCN(C1(CC1)C2)C(=O)C2=NNC(=C2)C2=CC(=NC=C2F)OC N-((S)-1-((R)-1-oxa-6-azaspiro[3.3]heptan-3-yl)pyrrolidin-3-yl)-4-(5-(5-fluoro-2-methoxypyridin-4-yl)-1H-pyrazole-3-carbonyl)-4-azaspiro[2.5]octane-7-carboxamide